1-(4-Amino-3-(4,4-dimethylpiperidin-1-yl)phenyl)-N,N-dimethylpyrrolidin-3-amine NC1=C(C=C(C=C1)N1CC(CC1)N(C)C)N1CCC(CC1)(C)C